CN1CCN(CC1)C1CCN(CC1)C=1C=NC=2N(C1)N=CC2B2OC(C(O2)(C)C)(C)C 6-[4-(4-methylpiperazin-1-yl)-1-piperidyl]-3-(4,4,5,5-tetramethyl-1,3,2-dioxaborolan-2-yl)pyrazolo[1,5-a]pyrimidine